4-(4-(hydroxymethyl)-2-methoxy-5-Nitrophenoxy)Butyrylethylenediamine OCC1=CC(=C(OCCCC(=O)NCCN)C=C1[N+](=O)[O-])OC